C(C)(C)(C)C1=CC(=C(C(=C1)Br)Cl)Br 4-tert-butyl-2,6-dibromochlorobenzene